4-isobutoxybenzylidene malonate C1(CC(=O)OC(C2=CC=C(C=C2)OCC(C)C)O1)=O